1-(1-ethyl-1H-pyrrole-2-yl)ethane-1-one C(C)N1C(=CC=C1)C(C)=O